N1(CCNCC1)CCCS 1-piperazinepropanethiol